N-tert-butoxycarbonyl-2-(6-bromo-2-oxo-2,3-dihydro-1,3-benzoxazol-3-yl)ethylamine C(C)(C)(C)OC(=O)NCCN1C(OC2=C1C=CC(=C2)Br)=O